1-ethyl-4-((5-(1-methyl-1H-benzo[d][1,2,3]triazol-6-yl)-7H-pyrrolo[2,3-d]pyrimidin-2-yl)amino)cyclohexan-1-ol C(C)C1(CCC(CC1)NC=1N=CC2=C(N1)NC=C2C=2C=CC1=C(N(N=N1)C)C2)O